C(C)(C)(C)N1C=C(C=2C1=NC(=CC2)C(=O)N2C[C@@H](CC2)N(C2=NC(=C(C(=O)OC)C(=C2)C)C)C)C2=CC(=C(C=C2)Cl)F methyl (R)-6-((1-(1-(tert-butyl)-3-(4-chloro-3-fluorophenyl)-1H-pyrrolo[2,3-b]pyridine-6-carbonyl)pyrrolidin-3-yl)(methyl)amino)-2,4-dimethylnicotinate